COC(C1CCN(CC1)C1=CC=C(C=C1)[C@@H]1C=2C=CC(=CC2CC[C@@H]1C1=C(C(=C(C(=C1[2H])[2H])[2H])[2H])[2H])O)OC (5R,6S)-5-(4-(4-(dimethoxymethyl)piperidin-1-yl)phenyl)-6-(phenyl-d5)-5,6,7,8-tetrahydronaphthalen-2-ol